(4-(5-chlorooxazolo[4,5-b]pyridin-2-yl)piperazin-1-yl)(3,5-difluoro-4-(1-neopentyl-1H-1,2,3-triazol-4-yl)phenyl)methanone ClC1=CC=C2C(=N1)N=C(O2)N2CCN(CC2)C(=O)C2=CC(=C(C(=C2)F)C=2N=NN(C2)CC(C)(C)C)F